FC=1C=C(C=NC1)C1=NC(=CC2=C1N=CN(C2=O)[C@H](CO)C)C2=CC=C(C=C2)OC(F)(F)F (S)-8-(5-fluoropyridin-3-yl)-3-(1-hydroxyprop-2-yl)-6-(4-(trifluoromethoxy)phenyl)pyrido[3,4-d]pyrimidin-4(3H)-one